C(C)(C)(C)OC(=O)NCCCC[C@@H](C(NCCCN(CCO[Si](C)(C)C(C)(C)C)CCCNC(=O)OC(C)(C)C)=O)NC(OCC1C2=CC=CC=C2C=2C=CC=CC12)=O 9H-fluoren-9-ylmethyl N-[(1S)-5-(tert-butoxycarbonylamino)-1-[3-[3-(tert-butoxycarbonylamino)propyl-[2-[tert-butyl(dimethyl)silyl]oxyethyl]amino]propylcarbamoyl]pentyl]carbamate